ClC1=C(C=CC(=C1)C1=C(C(=NC(=C1)C)C1=CC(=CC=C1)N1CC2(CCN2C(C)C)CC1)O)N1C(N(C=C1)C)=O 1-(2-chloro-4-(3-hydroxy-2-(3-(1-isopropyl-1,6-diazaspiro[3.4]octan-6-yl)phenyl)-6-methylpyridin-4-yl)phenyl)-3-methyl-1H-imidazol-2(3H)-one